OCC=1C(=C2N(N1)CCN2CC2=CC(=CC=C2)C(F)(F)F)C(=O)N[C@@H](C)C2=CC=C(C(=O)OC)C=C2 methyl (S)-4-(1-(6-(hydroxymethyl)-1-(3-(trifluoromethyl)benzyl)-2,3-dihydro-1H-imidazo[1,2-b]pyrazole-7-carboxamido)ethyl)benzoate